2,2-difluoro-3a,7a-dihydro-1,3-benzodioxol-4-ylboronic acid FC1(OC2C(O1)C=CC=C2B(O)O)F